C(#N)C1=CC=C(C=C1)NC1=NC=CC(=N1)NC1=C(C=C(C=C1C)C=CC(=O)N)C 3-{4-[2-(4-cyano-phenylamino)-pyrimidin-4-ylamino]-3,5-dimethyl-phenyl}-acrylamide